C(C=C)(=O)NC([C@@H](N)CCC(N)=O)=O N-Acryloylglutaminamid